C1=CC2=C(C=C1C3=CC4=C(C=C3)C(=O)OC4=O)C(=O)OC2=O 3,3,4,4-biphenyltetracarboxylic dianhydride